dichloro(2-isopropoxybenzylidene)ruthenium (II) hexafluorophosphate F[P-](F)(F)(F)(F)F.Cl[Ru-2](=CC1=C(C=CC=C1)OC(C)C)Cl